B(O)(O)[C@@H]1[C@@H](C1)C=1C(=C(C(=O)O)C(=CC1)OC1CN(C1)C(C[C@H]1CNCCO1)=O)O 3-[(1R,2S)-2-boronocyclopropyl]-2-hydroxy-6-[(1-{[(2S)-morpholin-2-yl]acetyl}azetidin-3-yl)oxy]benzoic acid